potassium 1,1'-((2-oxido-4,5-dioxocyclopent-2-en-1-ylium-1,3-diyl)bis(thiophene-5,2-diyl))bis(piperidine-4-carboxylate) [O-]C=1[C+](C(C(C1C1=CC=C(S1)N1CCC(CC1)C(=O)[O-])=O)=O)C1=CC=C(S1)N1CCC(CC1)C(=O)[O-].[K+].[K+]